FC1=C(C=CC(=N1)N1CCC(CC1)C(=O)OCC)C=1SC=2C(N(CCC2N1)C=1C=NC=CC1)=O ethyl 1-(6-fluoro-5-(4-oxo-5-(pyridin-3-yl)-4,5,6,7-tetrahydrothiazolo[5,4-c]pyridin-2-yl)pyridin-2-yl)piperidine-4-carboxylate